C1(CC1)C1=C(C=CC(=C1)N1[C@@H]2CN([C@H](C1)C2)C)NC2=NC=C(C(=N2)NCCCN2CCOCCC2=O)C(F)(F)F 4-(3-((2-((2-cyclopropyl-4-((1S,4S)-5-methyl-2,5-diazabicyclo[2.2.1]heptan-2-yl)phenyl)amino)-5-(trifluoromethyl)pyrimidin-4-yl)amino)propyl)-1,4-oxazepan-5-one